phosphoric acid Lithium aluminum titanium [Ti].[Al].[Li].P(O)(O)(O)=O